OC(C)(C)C1CN(C1)C(=O)C=1C=CC(=NC1)NC1=C2C(=NC(=C1)OC=1C(=CC(=NC1)C#N)C)N(C=N2)C 5-[7-[[5-[3-(1-hydroxy-1-methyl-ethyl)azetidine-1-carbonyl]-2-pyridyl]amino]-3-methyl-imidazo[4,5-b]pyridin-5-yl]oxy-4-methyl-pyridine-2-carbonitrile